(R)-3-(3-((5-(oxazol-2-yl)-1H-pyrrolo[2,3-b]pyridin-4-yl)amino)piperidin-1-yl)propanenitrile O1C(=NC=C1)C=1C(=C2C(=NC1)NC=C2)N[C@H]2CN(CCC2)CCC#N